B1C(COO1)C=1C=CC(=NC1)NC(C=C)=O N-(5-(4,5-dioxaborolan-2-yl)pyridin-2-yl)acrylamide